NC1=C(C(=NN1C(C)C)C1=CC=C(C=C1)CC(=O)NC1=C(C(=NO1)CC(C)(C)C)F)C(=O)N 5-Amino-3-[4-[2-[[3-(2,2-dimethylpropyl)-4-fluoro-isoxazol-5-yl]amino]-2-oxo-ethyl]phenyl]-1-isopropyl-pyrazole-4-carboxamide